N-(3-(5-(2-cyclopropyl-4-methylpyrimidin-5-yl)-1-(tetrahydro-2H-pyran-2-yl)-1H-pyrazolo[3,4-b]pyridine-3-carbonyl)-2,6-difluorophenyl)propane-1-sulfonamide C1(CC1)C1=NC=C(C(=N1)C)C=1C=C2C(=NC1)N(N=C2C(=O)C=2C(=C(C(=CC2)F)NS(=O)(=O)CCC)F)C2OCCCC2